(1-(4-{2-[(methylamino)methyl]phenyl}thiophen-2-yl)ethyl)quinazolin-4-amine CNCC1=C(C=CC=C1)C=1C=C(SC1)C(C)C1=NC2=CC=CC=C2C(=N1)N